C(C)(C)NC1CCCCC1 trans-4-(isopropylamino)cyclohexane